Cl.FC1=C(C=CC=C1)S(=O)(=O)NNC(C1=CC(=CC(=C1)C1=NC=CC(=C1)N1CCNCC1)C)=O 2-fluoro-N'-(3-methyl-5-(4-(piperazin-1-yl)pyridin-2-yl)benzoyl)benzenesulfonohydrazide hydrochloride